N1(N=NC=C1)C1=CC=C(C=C1)C=1C=CC=C2CN(C(C12)=O)[C@@H](C(C)(C)O)C1CC1 (R)-7-(4-(1H-1,2,3-triazol-1-yl)phenyl)-2-(1-cyclopropyl-2-hydroxy-2-methylpropyl)isoindolin-1-one